N-benzyl-2-(4-(4-((1,2,3,4-tetrahydroisochinolin-7-yl)oxy)-1H-pyrrolo[2,3-b]pyridin-3-yl)-1H-1,2,3-triazol-1-yl)acetamid C(C1=CC=CC=C1)NC(CN1N=NC(=C1)C1=CNC2=NC=CC(=C21)OC2=CC=C1CCNCC1=C2)=O